NC1=C(C(N(C2=CC(=CC=C12)Cl)C1=CC=CC=C1)=O)C=1OC(=NN1)C 4-amino-7-chloro-3-(5-methyl-1,3,4-oxadiazol-2-yl)-1-phenyl-1,2-dihydroquinolin-2-one